1-(6Z,9Z,12Z,15Z-octadecatetraenoyl)-2-(5Z,8Z,11Z,14Z-eicosatetraenoyl)-glycero-3-phosphocholine CCCCC/C=C\C/C=C\C/C=C\C/C=C\CCCC(=O)O[C@H](COC(=O)CCCC/C=C\C/C=C\C/C=C\C/C=C\CC)COP(=O)([O-])OCC[N+](C)(C)C